ClC=1N=C(C2=C(N1)C(=C(N=C2)Cl)F)N2CC(CC(C2)(C)C)C(=O)N 1-(2,7-dichloro-8-fluoropyrido[4,3-d]pyrimidin-4-yl)-5,5-dimethylpiperidine-3-carboxamide